(3R)-3-Amino-5-[(4-chlorophenyl)methyl]-7-[3-[(4-chlorophenyl)methyl]-1,2,4-oxadiazol-5-yl]-8-fluoro-1,1-dioxo-2,3-dihydro-1λ6,5-benzothiazepin-4-one N[C@H]1CS(C2=C(N(C1=O)CC1=CC=C(C=C1)Cl)C=C(C(=C2)F)C2=NC(=NO2)CC2=CC=C(C=C2)Cl)(=O)=O